[Cl-].[NH4+].[In].NC1=CC=C(C=N1)C=1C=NC=C(C1)C(C(=O)NC=1SC(=CN1)C#N)C 2-(6'-amino-[3,3'-bipyridin]-5-yl)-N-(5-cyanothiazol-2-yl)propionamide indium ammonium chloride